1,4-bis[4-(6-ethylpropyloxyhexyloxy)benzoyloxy]-2-methylbenzene C(C)C(CCCCCOC1=CC=C(C(=O)OC2=C(C=C(C=C2)OC(C2=CC=C(C=C2)OCCCCCC(CC)OCCC)=O)C)C=C1)OCCC